1-(2-aminopyrimidin-5-yl)but-3-en-1-ol NC1=NC=C(C=N1)C(CC=C)O